ClC1=C(C=CC(=C1)Br)F 2-chloro-1-fluoro-4-bromobenzene